BrC1=CN(C(N(C1=O)CC1=CC2=NC=CC(=C2S1)C=1C=C(C=C2C=CN(C12)CC1(CCNCC1)C#N)Cl)=O)CC(F)F 4-((7-(2-((5-bromo-3-(2,2-difluoroethyl)-2,6-dioxo-3,6-dihydropyrimidin-1(2H)-yl)methyl)thieno[3,2-b]pyridin-7-yl)-5-chloro-1H-indol-1-yl)methyl)piperidine-4-carbonitrile